ClC=1SC(=CN1)[C@H]1CSC=2N1C(C(=C([N+]2C)O)C2=CC=CC=C2)=O (3R)-3-(2-chlorothiazol-5-yl)-8-methyl-5-oxo-6-phenyl-2,3-dihydrothiazolo[3,2-a]pyrimidin-8-ium-7-ol